FC1=CC(=C(C=C1)C=1C2=C(C(=NC1C=1SC=3CN(CCC3N1)C(=O)OC(C)(C)C)C=1C=NN(C1)C)C=CS2)OCC2CC(NCC2)=O tert-butyl 2-[7-[4-fluoro-2-[(2-oxo-4-piperidyl)methoxy]phenyl]-4-(1-methylpyrazol-4-yl)thieno[3,2-c]pyridin-6-yl]-6,7-dihydro-4H-thiazolo[5,4-c]pyridine-5-carboxylate